FC1=C(C(=CC=C1)F)C1=NC(=C2N1C=CNC2=O)NC2=CC=C(C=C2)C(C(=O)O)(C)C 2-(4-((3-(2,6-difluorophenyl)-8-oxo-7,8-dihydroimidazo[1,5-a]pyrazin-1-yl)amino)phenyl)-2-methylpropanoic acid